ClC1=NC(=CC(=C1I)N)C1CC1 2-chloro-6-cyclopropyl-3-iodopyridin-4-amine